12-hexadecyloxyoctadecanoic acid C(CCCCCCCCCCCCCCC)OC(CCCCCCCCCCC(=O)O)CCCCCC